N,N-dimethyl-4-(6-(prop-2-yn-1-yloxy)benzothiazol-2-yl)aniline CN(C1=CC=C(C=C1)C=1SC2=C(N1)C=CC(=C2)OCC#C)C